N-[6-(4-hydroxy-2-methoxyphenyl)benzo[d][1,3]thiazol-2-yl]-4-[(2E)-4-(4-methoxyphenyl)-1,4-dioxobut-2-enyl]piperazine-1-carboxamide OC1=CC(=C(C=C1)C1=CC2=C(N=C(S2)NC(=O)N2CCN(CC2)C(\C=C\C(=O)C2=CC=C(C=C2)OC)=O)C=C1)OC